ClC1=C(C=CC2=C1N(N=N2)CC2=CC=C(C=C2)C2=NOC(=N2)C(F)(F)F)OC2=CC=C(C=C2)F 3-[4-[[7-chloro-6-(4-fluorophenoxy)benzotriazol-1-yl]methyl]phenyl]-5-(trifluoromethyl)-1,2,4-oxadiazole